N[C@@H]1CCCC12CCN(CC2)C2=NC(=C(C(=N2)C(=O)N)C2=C(C(=CC=C2)Cl)Cl)C 2-((R)-1-amino-8-azaspiro[4.5]dec-8-yl)-5-(2,3-dichlorophenyl)-6-methylpyrimidine-4-carboxamide